N-(2-(3-fluoro-5-chloropyridin-2-yl)ethyl)-2,6-dimethyl-5-chloropyrimidin-4-amine FC=1C(=NC=C(C1)Cl)CCNC1=NC(=NC(=C1Cl)C)C